(S)-7-amino-7-(5-(2-methoxypiperidin-3-yl)oxazol-2-yl)-1-(oxazol-2-yl)heptan-1-one N[C@@H](CCCCCC(=O)C=1OC=CN1)C=1OC(=CN1)C1C(NCCC1)OC